β-methyl-γ-thionooctylacetone CC(CCC(C)=O)C(CCCCC)=S